C(#N)C1=CC=2N(C=C1)C(=CN2)C2=C(C=C(C(=N2)N[C@H]2CN(CCC2)C(=O)OC(C)(C)C)F)F (R)-tert-butyl 3-((6-(7-cyanoimidazo[1,2-a]pyridin-3-yl)-3,5-difluoropyridin-2-yl)amino)piperidine-1-carboxylate